3-(4-isopropoxylanilino)-5-(methylamino)-6-(3-methylimidazo[4,5-c]pyridin-7-yl)pyrazine-2-carboxamide (3-isopropylidene-2,2-dimethylcyclobutyl)methacrylate C(C)(C)=C1C(C(C1)OC(C(=C)C)=O)(C)C.O(C(C)C)C1=CC=C(NC=2C(=NC(=C(N2)NC)C=2C3=C(C=NC2)N(C=N3)C)C(=O)N)C=C1